Br.F[C@@H]1[C@H]([C@H](NC1)C(=O)OCC1=CC=CC=C1)OC benzyl (2S,3S,4S)-4-fluoro-3-methoxypyrrolidine-2-carboxylate hydrobromide salt